C(C)(C)C1CCN(CC1)C=1C=CC(=NC1)NC1CCC(CC1)N N1-(5-(4-isopropylpiperidin-1-yl)pyridin-2-yl)cyclohexane-1,4-diamine